ClC=1C=C(C=CC1F)C(\C=C(/F)\C1=CC(=C(C(=O)NNC2=NC=CC=N2)C=C1)C(F)(F)F)C(F)(F)F (Z)-4-(3-(3-chloro-4-fluorophenyl)-1,4,4,4-tetrafluorobut-1-en-1-yl)-N'-(pyrimidin-2-yl)-2-(trifluoromethyl)benzoyl-hydrazine